(2-aminopyridin-5-yl)boronic acid pinacol ester NC1=NC=C(C=C1)B1OC(C)(C)C(C)(C)O1